The molecule is an organic cation obtained by protonation of the amino group of 4-methoxy-3-indolylmethylamine. It has a role as an Arabidopsis thaliana metabolite. It is an ammonium ion derivative and an organic cation. It is a conjugate acid of a 4-methoxy-3-indolylmethylamine. COC1=CC=CC2=C1C(=CN2)C[NH3+]